[Br].C(CCCCC)N1C=NC=C1 1-hexyl-imidazole bromine